8-fluoro-3,3-dimethyl-2,3-dihydrobenzo[b][1,4]dioxine-6-carbonitrile FC1=CC(=CC2=C1OCC(O2)(C)C)C#N